FC1=C(C(=CC(=C1)C1=NO[C@H](C1)CO)F)C1(CCS(CC1)(=O)=O)F 4-{2,6-Difluoro-4-[(5R)-5-(hydroxymethyl)-4,5-dihydro-1,2-oxazol-3-yl]phenyl}-4-fluoro-1λ6-thiane-1,1-dione